CC1=NN(C(=C1)C)C=1C=C(C=CC1)[C@H](CC(=O)OC)CN1CCOC2(C1)CCNCC2 methyl (S)-3-(3-(3,5-dimethyl-1H-pyrazol-1-yl)phenyl)-4-(1-oxa-4,9-diazaspiro[5.5]undec-4-yl)butanoate